ClC=1C=C(C=CC1)C=1C=C(C=NC1)O 5-(3-chlorophenyl)-3-hydroxypyridin